5-(2,4-difluorophenyl)-4-(2-methoxyethoxy)-N-(4-((4-methylpiperazin-1-yl)methyl)phenyl)-7H-pyrrolo[2,3-d]pyrimidin-2-amine FC1=C(C=CC(=C1)F)C1=CNC=2N=C(N=C(C21)OCCOC)NC2=CC=C(C=C2)CN2CCN(CC2)C